4-((cyclopropylmethyl)amino)-5-(4-(difluoromethoxy)phenyl)-1-(2-methyl-2H-indazol-5-yl)-6-oxo-1,6-dihydropyridazine-3-carbaldehyde C1(CC1)CNC=1C(=NN(C(C1C1=CC=C(C=C1)OC(F)F)=O)C1=CC2=CN(N=C2C=C1)C)C=O